C(CC1=CC=CC=C1)C1=C(C(=CC=C1)O)C=1C(=CC=CC1)O phenethyl-biphenol